Ethyl 1-(5-chloro-3-iodo-6-(3,3,4,4,4-pentafluorobutyl)pyrazin-2-yl)piperidine-4-carboxylate ClC=1N=C(C(=NC1CCC(C(F)(F)F)(F)F)N1CCC(CC1)C(=O)OCC)I